[bis(2-chloroethyl)amino]benzyl-methane ClCCN(CCCl)CCC1=CC=CC=C1